CNC(C1=CC(=CC=C1)CN1C(C2=CN=C(C=C2C=C1)C=1C(=NNC1)C)=O)=O N-Methyl-3-((6-(3-methyl-1H-pyrazol-4-yl)-1-oxo-2,7-naphthyridin-2(1H)-yl)methyl)benzamide